Cl.ClC=1C=C(C=CC1F)C=O (3-chloro-4-fluorophenyl)methanone hydrochloride